C(C)(C)(C)OC(=O)N1C[C@H](NCC1)COC1=C2C(NC(N(C2=CC(=C1F)Br)C1=C(C=CC=C1)C(C)C)=O)=O (S)-3-(((7-bromo-6-fluoro-1-(2-isopropylphenyl)-2,4-dioxo-1,2,3,4-tetrahydroquinazolin-5-yl)oxy)methyl)piperazine-1-carboxylic acid tert-butyl ester